(E)-1-(3-aminopropyl)-4-(4-(morpholin-4-yl)styryl)pyridine NCCCN1CC=C(C=C1)\C=C\C1=CC=C(C=C1)N1CCOCC1